N4-(4-(5-cyclopropyl-3,3-dimethyl-2,3-dihydro-1H-pyrrolo[3,2-b]pyridin-1-yl)pyrimidin-2-yl)-5-(difluoromethoxy)-N1-(2-(dimethylamino)ethyl)-N1-methylbenzene-1,2,4-triamine C1(CC1)C1=CC=C2C(=N1)C(CN2C2=NC(=NC=C2)NC=2C=C(C(=CC2OC(F)F)N(C)CCN(C)C)N)(C)C